Propanic acid C(CC)(=O)O